N-cyclopentyl-N-methyl-7-morpholino-5-(3-(m-tolyl)-1H-pyrazol-1-yl)pyrazolo[1,5-a]pyrimidine-2-carboxamide C1(CCCC1)N(C(=O)C1=NN2C(N=C(C=C2N2CCOCC2)N2N=C(C=C2)C=2C=C(C=CC2)C)=C1)C